CCN(C(=N)N)N amino-ethylguanidine